(4-chloro-2-thienyl)-2-thiazolamine ClC=1C=C(SC1)C=1N=C(SC1)N